(2R,3S,4R,5R)-2-(((2-amino-3-bromoquinolin-7-yl)oxy)methyl)-3-methyl-5-(4-methyl-7H-pyrrolo[2,3-d]pyrimidin-7-yl)tetrahydrofuran-3,4-diol NC1=NC2=CC(=CC=C2C=C1Br)OC[C@H]1O[C@H]([C@@H]([C@@]1(O)C)O)N1C=CC2=C1N=CN=C2C